5-(1'-ethyl-1-methyl-spiro[indoline-3,4'-piperidin]-6-yl)-2-methylbenzamide C(C)N1CCC2(CC1)CN(C1=CC(=CC=C12)C=1C=CC(=C(C(=O)N)C1)C)C